ClC1=C(C=NC(=C1Cl)OC)N 4,5-dichloro-6-methoxypyridin-3-amine